ClCC(COC1=CC=C(C=C1)C(C)(C)C1=CC=C(C=C1)OCC(CN1C=NC=C1)O)O 1-chloro-3-(4-(2-(4-(2-hydroxy-3-(1H-imidazol-1-yl)propoxy)phenyl)propan-2-yl)phenoxy)propan-2-ol